ONC(=O)/C=C/C1=C(C=CC=C1)N1CCC(CC1)NC(=O)C1=CC2=C(N=CS2)C=C1 N-(1-(2-((1E)-2-(hydroxycarbamoyl)eth-1-en-1-yl)phenyl)piperidin-4-yl)-1,3-benzothiazole-6-carboxamide